1,4-bis(2-hydroxypropyl)1,4,7-triazacyclononane OC(CN1CCN(CCNCC1)CC(C)O)C